C1(=CCCCC1)C1(CC1)[Si](C)(C)C [1-(1-cyclohexen-1-yl)cyclopropyl](trimethyl)silane